(R)-2-(5-Isopropyl-2-methyl-8-oxothieno[2',3':4,5]pyrrolo[1,2-d][1,2,4]triazin-7(8H)-yl)-N-(piperidin-3-yl)acetamide C(C)(C)C1=NN(C(C=2N1C1=C(C2)SC(=C1)C)=O)CC(=O)N[C@H]1CNCCC1